1-((5-bromo-1-methyl-1H-pyrrol-2-yl)methyl)-4-methylpiperazine BrC1=CC=C(N1C)CN1CCN(CC1)C